FC=1C=C2CC(CC2=CC1)NC(=O)C1=CC=NC=2N1N=C(C2C(=O)N)COC N7-(5-fluoroindan-2-yl)-2-(methoxymethyl)pyrazolo[1,5-a]pyrimidine-3,7-dicarboxamide